C(C)(=O)N[C@H]1C(O[C@@H]([C@H]([C@@H]1O)O)CO)[C@@H]1[C@H]2[C@@H]3CC[C@H]([C@@H](CCC(=O)O)C)[C@]3(CC[C@@H]2[C@]2(CCCCC2=C1)C)C 7β-N-acetylglucosaminyl-5-cholen-24-oic acid